5-(2-(N-butylbenzamido)ethyl)-N-hydroxyisoxazole-3-carboxamide C(CCC)N(C(C1=CC=CC=C1)=O)CCC1=CC(=NO1)C(=O)NO